6-[(1-{(2R)-2-amino-3-[(2-hydroxyethyl)amino]-2-methyl-3-oxopropyl}azetidin-3-yl)oxy]-3-[(1R,2S)-2-boronocyclopropyl]-2-hydroxybenzoic acid N[C@](CN1CC(C1)OC1=CC=C(C(=C1C(=O)O)O)[C@H]1[C@H](C1)B(O)O)(C(=O)NCCO)C